ethyl 5-amino-2-(2-trimethylsilylethoxymethyl)pyrazole-3-carboxylate NC=1C=C(N(N1)COCC[Si](C)(C)C)C(=O)OCC